2-Bromo-6-chloro-4,5-dimethyl-pyridin-3-amine BrC1=NC(=C(C(=C1N)C)C)Cl